ClC1=CC=C2C(=C(NC2=C1Cl)C1=NN=C(N1)C(F)(F)F)C=1C=NNC1 6,7-Dichloro-3-(1H-pyrazol-4-yl)-2-(5-(trifluoromethyl)-4H-1,2,4-triazol-3-yl)-1H-indole